2-acetamido-5-tritylthiopentanoic acid C(C)(=O)NC(C(=S)O)CCCC(C1=CC=CC=C1)(C1=CC=CC=C1)C1=CC=CC=C1